CC1=CC(=NO1)C1=NN=C2N1N=C(C=C2)C(=O)NC2=NC=1CCN(CC1C=C2)C2COC2 3-(5-methylisoxazol-3-yl)-N-(6-(oxetane-3-yl)-5,6,7,8-tetrahydro-1,6-naphthyridin-2-yl)-[1,2,4]triazolo[4,3-b]pyridazine-6-carboxamide